(7S)-7-amino-7-[5-(2-fluorophenyl)isoxazol-3-yl]-1-isoxazol-3-ylheptan-1-one N[C@@H](CCCCCC(=O)C1=NOC=C1)C1=NOC(=C1)C1=C(C=CC=C1)F